O1CC(C1)CN 1-(oxetan-3-yl)methylamine